C(C)OC([C@@H](CC[N+](=O)[O-])C)=O (2R)-4-nitro-2-methyl-butanoic acid ethyl ester